[Si](C1=CC=CC=C1)(C1=CC=CC=C1)(C(C)(C)C)OC[C@@H]1N(CC[C@H](C1)CO)C(=O)OC(C)(C)C (trans)-tert-Butyl 2-(((tert-butyldiphenylsilyl)oxy)methyl)-4-(hydroxymethyl)piperidine-1-carboxylate